(R)-N-(6-methoxy-2-methyl-2H-benzo[d][1,2,3]triazol-5-yl)-4-(3-methylpiperazin-1-yl)-2,3-dihydro-1H-pyrrolo[2,3-b]pyridine-1-carboxamide 2,2,2-trifluoroacetate FC(C(=O)O)(F)F.COC=1C(=CC=2C(=NN(N2)C)C1)NC(=O)N1CCC=2C1=NC=CC2N2C[C@H](NCC2)C